(1S,2R)-3-oxo-2-((E)-pent-2-en-1-yl)cyclopentane-1-carboxylic anhydride O=C1[C@@H]([C@H](CC1)C(=O)OC(=O)[C@@H]1[C@H](C(CC1)=O)C\C=C\CC)C\C=C\CC